N-methyl-6-(trifluoromethyl)isochroman-4-amine hydrochloride Cl.CNC1COCC2=CC=C(C=C12)C(F)(F)F